CN1N=CC=C1C=1C=C(OCCOC2=NC=C(C#N)C=C2)C=CC1 6-(2-(3-(1-methyl-1H-pyrazol-5-yl)phenoxy)ethoxy)nicotinonitrile